(Z)-3-(3-chloro-1H-pyrazolo[3,4-b]pyridin-6-yl)-2-fluoro-N-(5-fluoro-2,4-dimethylpyridin-3-yl)acrylamide ClC1=NNC2=NC(=CC=C21)\C=C(\C(=O)NC=2C(=NC=C(C2C)F)C)/F